CC=1C=2N(C=C(N1)C)N=C(C2)C=2N=C1N(C(C2)=O)C=C(C=C1C)N1C[C@@H]2N(CC1)CCC2 2-(4,6-dimethylpyrazolo[1,5-a]pyrazin-2-yl)-7-[(8aR)-hexahydropyrrolo[1,2-a]pyrazin-2(1H)-yl]-9-methyl-4H-pyrido[1,2-a]pyrimidin-4-one